ClC1=C(C=CC2=C1C(=NCCN2C)C2=C(C=CC(=C2)OC)F)Cl 6,7-dichloro-5-(2-fluoro-5-methoxy-phenyl)-1-methyl-3H-1,4-benzodiazepine